3-(4-fluorobenzyl)-2-methylbenzothiazole FC1=CC=C(CN2C(SC3=C2C=CC=C3)C)C=C1